[Br-].C[N+](C)(C1CCCCC1)CC N,N-dimethyl-ethyl-cyclohexyl-ammonium bromide